4-((5-chloro-4-(cyclopropylethynyl)pyridin-2-yl)amino)tetrahydro-2H-pyran-4-carboxylic acid ClC=1C(=CC(=NC1)NC1(CCOCC1)C(=O)O)C#CC1CC1